N-(5-Chloro-1-(2,6-dimethoxyphenyl)-2-(6-ethoxypyridin-2-yl)-1H-imidazo[4,5-b]pyrazin-6-yl)-1-(5-fluoropyridin-2-yl)methanesulfonamide ClC=1N=C2C(=NC1NS(=O)(=O)CC1=NC=C(C=C1)F)N(C(=N2)C2=NC(=CC=C2)OCC)C2=C(C=CC=C2OC)OC